3,9-diazaspiro[5.5]undecane-2,4-dione C1C(NC(CC12CCNCC2)=O)=O